NC1=NC=NC=2C3=C(CC(C12)(C)C)C(=C(C=C3)O[C@@H]3CC[C@H](CC3)NC(OC(C)(C)C)=O)NCCC#N tert-butyl N-[trans-4-[[4-amino-7-(2-cyanoethylamino)-5,5-dimethyl-6H-benzo[h]quinazolin-8-yl]oxy]cyclohexyl]carbamate